ClC1=CC=C(CNC(=O)NC2=CC=C(C=C2)C2CCOCC2)C=C1 1-(4-chlorobenzyl)-3-(4-(tetrahydro-2H-pyran-4-yl)phenyl)urea